C(C)(C)(C)S(=O)(=O)C1=CC(=C(C=C1)C1CN(C1)C(=O)OC(C)(C)C)Cl tert-Butyl 3-(4-tert-butylsulfonyl-2-chloro-phenyl)azetidine-1-carboxylate